(3R)-1-tert-butyl 3-(1-ethoxy-3-(4-(ethoxy-carbonyl)phenyl)-1,3-dioxopropan-2-yl)piperidine-1,3-dicarboxylate C(C)OC(C(C(=O)C1=CC=C(C=C1)C(=O)OCC)[C@]1(CN(CCC1)C(=O)OC(C)(C)C)C(=O)[O-])=O